ClC1=CC2=C(N=C(O2)C23CC(C2)(C3)NC(=O)C=3C=C(OC3)S(=NC(OCC3=CC=CC=C3)=O)(=O)C)C=C1 benzyl N-[[4-[[1-(6-chloro-1,3-benzoxazol-2-yl)-3-bicyclo[1.1.1]pentanyl]carbamoyl]-2-furyl]-methyl-oxo-λ^{6}-sulfanylidene]carbamate